C[C@H]1C(=O)[C@H]([C@H]([C@H](O1)OP(=O)([O-])OP(=O)([O-])OC[C@@H]2[C@H]([C@H]([C@@H](O2)N3C=CC(=O)NC3=O)O)O)NC(=O)C)O The molecule is a doubly-charged nucleotide-sugar oxoanion obtained via deprotonation of the diphosphate OH groups of UDP-2-acetamido-2,6-dideoxy-beta-L-lyxo-hex-4-ulose; major species at pH 7.3. It is a conjugate base of an UDP-2-acetamido-2,6-dideoxy-beta-L-lyxo-hex-4-ulose.